C(#C)C1=C2C(=CC(NC2=CC=C1F)=O)C1=C(C=2N=C(N=C(C2C=N1)N(C[C@H]1NCCCC1)C)N1CC2CCC(C1)N2C)F 5-ethynyl-6-fluoro-4-(8-fluoro-4-(methyl(((S)-piperidin-2-yl)methyl)amino)-2-(8-methyl-3,8-diazabicyclo[3.2.1]octan-3-yl)pyrido[4,3-d]pyrimidin-7-yl)quinolin-2(1H)-one